BrC1=CC=C(C=C1)NS(=O)(=O)C1=CC(=CC=C1)C(=O)N1CC2=C(CC1)SC=C2 N-(4-bromophenyl)-3-(4,5,6,7-tetrahydrothieno[3,2-c]pyridine-5-carbonyl)benzenesulfonamide